N(=C=O)C1(CCCCC1)C(CCCCC)C1(CCCCC1)N=C=O bis-(isocyanatocyclohexyl)hexane